3,10-bis[N-(dibenzofuran-4-yl)-N-phenylamino]-6,13-diphenylnaphtho[2,3-b:6,7-b']bis-benzofuran C1=CC=C(C=2OC3=C(C21)C=CC=C3)N(C3=CC=CC=C3)C3=CC2=C(C1=C(O2)C(=C2C=C4C(OC5=C4C=CC(=C5)N(C5=CC=CC4=C5OC5=C4C=CC=C5)C5=CC=CC=C5)=C(C2=C1)C1=CC=CC=C1)C1=CC=CC=C1)C=C3